ClC=1C=C(C=CC1)[C@H]1C[C@](C(N([C@@H]1C1=CC=C(C=C1)Cl)[C@@H](C(C)C)CS(=O)(=O)C(C)C)=O)(C)CC(=O)O 2-[(3R,5R,6S)-5-(3-chlorophenyl)-6-(4-chlorophenyl)-1-[(1S)-1-(isopropylsulfonylmethyl)-2-methyl-propyl]-3-methyl-2-oxo-3-piperidyl]acetic acid